(3E)-11,11-dimethoxy-3-undecen-1-ol COC(CCCCCC/C=C/CCO)OC